FC1=C(C(=C(C(=C1B(C1=C(C(=C(C(=C1F)F)F)F)F)C1=C(C(=C(C(=C1F)F)F)F)F)F)F)F)F.[Li] lithium tris(pentafluorophenyl)borane